C1=CC(=CC=2C=3CCCCC3NC12)C(=O)OCC(=O)N(C)C [2-(dimethylamino)-2-oxoethyl] 6,7,8,9-tetrahydro-5H-carbazole-3-carboxylate